FC=1C(=NC=NC1N1[C@H](COC[C@H]1C1=CC=C(C=C1)C(F)(F)F)C)NC[C@@H]1[C@H](CN(CC1)CC(=O)N)O |o1:8,12,26,27| rel-2-((3R,4R)-4-(((5-fluoro-6-((3S,5R)-3-methyl-5-(4-(trifluoromethyl)phenyl)morpholino)pyrimidin-4-yl)amino)methyl)-3-hydroxypiperidin-1-yl)acetamide